BrC1=CC(=C(C=C1C)C(C)(C)O)Cl 2-(4-bromo-2-chloro-5-methyl-phenyl)propan-2-ol